ClC1=NC=C(C=C1C1=CC=2NC(N(C(C2S1)=O)C1=CN=CC2=CC=CC=C12)=O)OC 6-(2-chloro-5-methoxypyridin-3-yl)-3-(isoquinolin-4-yl)thieno[3,2-d]pyrimidine-2,4(1H,3H)-dione